Ethyl 3-(3-(1-(1-(5-((4,6-difluoro-1-tosyl-1H-indol-5-yl)oxy)-2-fluorophenyl)-5-(methylthio)-1H-pyrazol-3-yl)ethyl)-2-fluorophenyl)propanoate FC1=C2C=CN(C2=CC(=C1OC=1C=CC(=C(C1)N1N=C(C=C1SC)C(C)C=1C(=C(C=CC1)CCC(=O)OCC)F)F)F)S(=O)(=O)C1=CC=C(C)C=C1